C1(CC1)CNC(=O)C1=NN(C(=C1)[N+](=O)[O-])COCC[Si](C)(C)C N-(cyclopropylmethyl)-5-nitro-1-((2-(trimethylsilyl)ethoxy)methyl)-1H-pyrazole-3-carboxamide